tert-butyl 6-[5-methyl-1-[4-(trifluoromethoxy)phenyl]pyrazol-3-yl]-2,6-diazaspiro[3.3]heptane-2-carboxylate CC1=CC(=NN1C1=CC=C(C=C1)OC(F)(F)F)N1CC2(CN(C2)C(=O)OC(C)(C)C)C1